[Fe].[Mn].[Al] Aluminium-manganese-iron